(R)-2-hydroxybutyric acid O[C@@H](C(=O)O)CC